OCCCOC1CC1 1-(3-hydroxypropoxy)cyclopropan